1-[5-(1H-indole-2-carbonyl)-4H,5H,6H,7H-pyrazolo[1,5-a]pyrazin-3-yl]-3-phenylcyclobutan-1-ol N1C(=CC2=CC=CC=C12)C(=O)N1CC=2N(CC1)N=CC2C2(CC(C2)C2=CC=CC=C2)O